3-oxo-2,5,6,8-tetrahydroimidazo[1,5-a]pyrazin O=C1NC=C2N1CCNC2